tert-butyl N-[(1S)-2-[3,4-dichloro-2-(2,6-difluorobenzoyl)anilino]-1-methyl-2-oxo-ethyl]carbamate ClC=1C(=C(NC([C@H](C)NC(OC(C)(C)C)=O)=O)C=CC1Cl)C(C1=C(C=CC=C1F)F)=O